Trisaminomethan NC(N)N